((4-(2-methoxy-2-oxoethoxy)phenyl)azanediyl)dipropanoic acid COC(COC1=CC=C(C=C1)N(CCC(=O)O)CCC(=O)O)=O